C(CCCCCCCCCC=CCCCCCC)(=O)[O-] octadeca-11-enoate